The molecule is an organic sodium salt that is the monosodium salt of p-aminohippuric acid. It has a role as a diagnostic agent. It contains a p-aminohippurate. C1=CC(=CC=C1C(=O)NCC(=O)[O-])N.[Na+]